N,N-dimethyl-3-(4-(1-(tetrahydro-2H-pyran-4-yl)imidazo[1,2-a]quinoxalin-8-yl)phenoxy)-1-propanamine CN(CCCOC1=CC=C(C=C1)C1=CC=C2N=CC=3N(C2=C1)C(=CN3)C3CCOCC3)C